1-(2-methoxyphenyl)-N-(2,3,6-trifluoro-4-(2-(((3S,5S)-5-fluoropiperidin-3-yl)amino)-8-isopropyl-7-oxo-7,8-dihydropyrido[2,3-d]pyrimidin-6-yl)phenyl)methanesulfonamide COC1=C(C=CC=C1)CS(=O)(=O)NC1=C(C(=C(C=C1F)C1=CC2=C(N=C(N=C2)N[C@@H]2CNC[C@H](C2)F)N(C1=O)C(C)C)F)F